tert-butyl 3-(4-(benzylamino)-2-(4-cyano-2-methyl-1H-indol-1-yl)pyrrolo[2,1-f][1,2,4]triazin-7-yl)piperidine-1-carboxylate C(C1=CC=CC=C1)NC1=NC(=NN2C1=CC=C2C2CN(CCC2)C(=O)OC(C)(C)C)N2C(=CC1=C(C=CC=C21)C#N)C